O1C=NC2=C1C=C(C=C2)NC(=O)NC=2SC(=NN2)C2=CC=C(C=C2)OC 1-(benzo[d]oxazol-6-yl)-3-(5-(4-methoxyphenyl)-1,3,4-thiadiazol-2-yl)urea